2-oxo-3H-benzimidazole-1-carboxylic acid tert-butyl ester C(C)(C)(C)OC(=O)N1C(NC2=C1C=CC=C2)=O